5-(4-((4-(morpholin-4-carbonyl)phenyl)ethynyl)phenyl)-2-oxoimidazoline-1-carboxylic acid tert-butyl ester C(C)(C)(C)OC(=O)N1C(NCC1C1=CC=C(C=C1)C#CC1=CC=C(C=C1)C(=O)N1CCOCC1)=O